C(C)OC1=C(C=C(C=C1C)C=1C=C2CC(C(C2=CC1)NC(O[C@@H]1CN2CCC1CC2)=O)(CC)CC)C (S)-quinuclidin-3-yl (5-(4-ethoxy-3,5-dimethylphenyl)-2,2-diethyl-2,3-dihydro-1H-inden-1-yl)carbamat